FC1=C(C(=CC=C1)C)N1CCC(CC1)N1C(N(C=2C(C1)=CN(N2)C)CC2=NC(=CC=C2C(F)(F)F)OC)=O 5-[1-(2-Fluoro-6-methyl-phenyl)-piperidin-4-yl]-7-(6-methoxy-3-trifluoromethyl-pyridin-2-ylmethyl)-2-methyl-2,4,5,7-tetrahydro-pyrazolo[3,4-d]pyrimidin-6-on